CN1CCC(CC1)C(=O)N1CCCC1 (1-methylpiperidin-4-yl)(pyrrolidin-1-yl)methanone